6,8-di-tert-butyl-2-methyl-4H-benzopyran-4-one C(C)(C)(C)C=1C=C(C2=C(C(C=C(O2)C)=O)C1)C(C)(C)C